(1S,2S)-N-(6-(7-((1H-pyrazol-5-yl)amino)-5-chloro-6-fluoro-1H-indazol-4-yl)imidazo[1,2-a]pyrazin-2-yl)-2-fluorocyclopropane-1-carboxamide N1N=CC=C1NC=1C(=C(C(=C2C=NNC12)C=1N=CC=2N(C1)C=C(N2)NC(=O)[C@H]2[C@H](C2)F)Cl)F